N1=C(C=CC=C1)N1CCN(CC1)C(=O)NC=1SC=CC1C(=O)O 2-(4-(Pyridin-2-yl)piperazine-1-carboxamido)thiophene-3-carboxylic acid